COC(=O)C(CC(=O)[O-])C1=CC=CC=C1 The molecule is a monocarboxylic acid anion that is the conjugate base of 4-methoxy-4-oxo-3-phenylbutanoic acid, obtained by deprotonation of the carboxy group. It is a conjugate base of a 4-methoxy-4-oxo-3-phenylbutanoic acid.